C(C)(C)(C)NP(OCC)(=O)CC1=C(C=C(C=C1)C1=NOC(=N1)C(F)(F)Cl)F ethyl N-(tert-butyl)-P-(4-(5-(chlorodifluoromethyl)-1,2,4-oxadiazol-3-yl)-2-fluorobenzyl)phosphonamidate